(R)-(2-chloro-3-(5-(1-(2-hydroxypropyl)-5-(trifluoromethyl)-1H-pyrazol-4-yl)-4-(pyrimidin-4-yl)isoxazol-3-yl)phenyl)(morpholino)methanone ClC1=C(C=CC=C1C1=NOC(=C1C1=NC=NC=C1)C=1C=NN(C1C(F)(F)F)C[C@@H](C)O)C(=O)N1CCOCC1